C(C1=CC=CC=C1)N1C2=CC=C(C=C2C=2C(CCCC12)C(N)=O)OCC1=C(C(=O)O)C=CC=C1 2-[(9-benzyl-4-carbamoyl-1,2,3,4-tetrahydrocarbazol-6-yl)oxy]methylbenzoic acid